C(C)C=1N(C=2N(C(C1N1CCNCC1)=O)N=C(N2)C=2C=NC=CC2)CC(=O)NC2=C(C=C(C=C2)C(F)(F)F)C 2-(5-ethyl-7-oxo-6-(piperazin-1-yl)-2-(pyridin-3-yl)-[1,2,4]triazolo[1,5-a]pyrimidin-4(7H)-yl)-N-(2-methyl-4-(trifluoromethyl)phenyl)acetamide